azepane-2,7-dione N1C(CCCCC1=O)=O